(R)-3-((3-(8-amino-4-(dimethylamino)pyrido[3,4-d]pyrimidin-2-yl)phenyl)ethynyl)-3-hydroxy-1-methylpyrrolidin-2-one trifluoroacetate FC(C(=O)O)(F)F.NC1=NC=CC2=C1N=C(N=C2N(C)C)C=2C=C(C=CC2)C#C[C@]2(C(N(CC2)C)=O)O